C(C=C)(=O)N1[C@H](C[C@@H](C1)N1N=C(C=2C(=NC=CC21)N)C#CC2=CC1=C(N(C(=N1)C)C)C=C2)CC#N 2-((2R,4S)-1-acryloyl-4-(4-amino-3-((1,2-dimethyl-1H-benzo[d]imidazol-5-yl)ethynyl)-1H-pyrazolo[4,3-c]pyridin-1-yl)pyrrolidin-2-yl)acetonitrile